[5-ethylsulfanyl-6-[8-(2,2,3,3,3-pentafluoropropoxy)imidazo[1,5-a]pyrazin-3-yl]-3-pyridyl]imino-dimethyl-oxo-λ6-sulfane C(C)SC=1C=C(C=NC1C1=NC=C2N1C=CN=C2OCC(C(F)(F)F)(F)F)N=S(=O)(C)C